4-((3-(4-aminoimidazo[2,1-f][1,2,4]triazin-7-yl)-4-methylphenyl)sulfonyl)thiomorpholine 1,1-dioxide NC1=NC=NN2C1=NC=C2C=2C=C(C=CC2C)S(=O)(=O)N2CCS(CC2)(=O)=O